(3Z)-11-iodo-3-undecenylmethoxymethyl ether ICCCCCCC\C=C/CCC(OC)OC(CC\C=C/CCCCCCCI)OC